S1C=NC2=C1C(=CC=C2)C2=CC=C(C=C2)[C@H](CO)NC(=O)NC2=NC(=NS2)C#C (R)-1-(1-(4-(Benzo[d]thiazol-7-yl)phenyl)-2-hydroxyethyl)-3-(3-ethynyl-1,2,4-thiadiazol-5-yl)urea